C(C)(C)C1=C(C=CC=C1)C1N(C(CN(C1)CCC1=CC=CC=C1)=O)C1CC2(C1)CCN(CC2)C(=O)OC(C)(C)C tert-butyl 2-(2-(2-isopropylphenyl)-6-oxo-4-phenethylpiperazin-1-yl)-7-azaspiro[3.5]nonane-7-carboxylate